6-bromo-7-fluoroisoquinolin-1-one BrC=1C=C2C=CNC(C2=CC1F)=O